methacrylamide sulfate salt S(=O)(=O)(O)O.C(C(=C)C)(=O)N